O1C=C(C=C1)C1=CC=CC2=C1C(=NO2)N2C(N1[C@H](C2)C[C@@H](C1)NS(=O)(=O)CC)=O N-{(6S,7aS)-2-[4-(furan-3-yl)-1,2-benzoxazol-3-yl]-3-oxohexahydro-1H-pyrrolo[1,2-c]imidazol-6-yl}ethanesulfonamide